tert-butyl 3-{3-[4-(4,4,5,5-tetramethyl-1,3,2-dioxaborolan-2-yl)-1H-pyrazol-1-yl]propoxy}propanoate CC1(OB(OC1(C)C)C=1C=NN(C1)CCCOCCC(=O)OC(C)(C)C)C